C(C)(C)(C)OC(N[C@H](CN)CC1=C(C=C(C=C1)O)Cl)=O (S)-(1-amino-3-(2-chloro-4-hydroxyphenyl)propan-2-yl)carbamic acid tert-butyl ester